P(OCCCCCCCCCC)(OCCCCCCCCCC)OCCCCCCCCCC trin-decyl phosphite